1-(2-(4-(bis(ethylsulfanyl)methyl)-2-methoxyphenoxy)ethyl)-4-toluenesulfonylpiperazine C(C)SC(C1=CC(=C(OCCN2CCN(CC2)S(=O)(=O)CC2=CC=CC=C2)C=C1)OC)SCC